(R)-3-cyclopropyl-5-(piperidin-3-yloxy)-N-(4-(pyridin-2-yl)benzyl)pyrazolo[1,5-a]pyrimidin C1(CC1)C=1CN(N2C1N=C(C=C2)O[C@H]2CNCCC2)CC2=CC=C(C=C2)C2=NC=CC=C2